(S)-N-((S)-1-(4-methoxyphenyl)-2-((4-methoxyphenyl)amino)-2-oxoethyl)-1-(3-(thiophen-2-yl)propanoyl)pyrrolidine-2-carboxamide COC1=CC=C(C=C1)[C@@H](C(=O)NC1=CC=C(C=C1)OC)NC(=O)[C@H]1N(CCC1)C(CCC=1SC=CC1)=O